N,N-diethylaminopropylmethacrylamide C(C)NN(C(C(=CCCC)C)=O)NCC